C(C1=CC=CC=C1)OC1=C(C(=C2C=CC(=CC2=C1)NC(CC1CCN(CC1)C1=CC2=C(N(C(N2C)=O)C2C(NC(CC2)=O)=O)C=C1F)=O)F)N1S(NC(C1)=O)(=O)=O N-[7-benzyloxy-5-fluoro-6-(1,1,4-trioxo-1,2,5-thiadiazolidin-2-yl)-2-naphthyl]-2-[1-[1-(2,6-dioxo-3-piperidyl)-6-fluoro-3-methyl-2-oxo-benzimidazol-5-yl]-4-piperidyl]acetamide